tetramethylcyclopentylcyclopentadiene CC1C(=C(C(=C1C1CCCC1)C)C)C